Cl.FCC1C2CNCC12 exo-6-fluoromethyl-3-azabicyclo[3.1.0]hexane hydrochloride